NC1=NC(=C2NC=NC2=N1)NC1CC1 2-amino-6-(cyclopropylamino)purin